1-(5-{[(5-Chlorothiophen-2-yl)methyl]amino}-3-[1-(morpholin-4-carbonyl)pyrrolidin-3-yl]-1H-pyrazol-1-yl)-2,2-dimethylpropan-1-on ClC1=CC=C(S1)CNC1=CC(=NN1C(C(C)(C)C)=O)C1CN(CC1)C(=O)N1CCOCC1